N-Hydroxy-4-((5-(3-(piperidin-1-yl)propoxy)-1H-indol-1-yl)sulfonyl)benzamide ONC(C1=CC=C(C=C1)S(=O)(=O)N1C=CC2=CC(=CC=C12)OCCCN1CCCCC1)=O